ClC(OC1=CC=C(C=C1)NC(=O)C=1C=C2C(CN(C2=C(C1)C1=CC=NN1)C(C)C)(COC1OCCCC1)C)(F)F N-(4-(chlorodifluoromethoxy)phenyl)-1-isopropyl-3-methyl-7-(1H-pyrazol-5-yl)-3-(((tetrahydro-2H-pyran-2-yl)oxy)methyl)indoline-5-carboxamide